2,2,2-trifluoromethylethyl carbonate C(OCC(CF)(CF)CF)([O-])=O